oxadiazolinethione O1N=NC(C1)=S